C(C)(C)(C)N1N=C(N=C1)C1=C(C=C(C=C1)C(=O)N1CCN(CC1)C=1OC=2C(=NC(=CC2)Cl)N1)C(F)(F)F [4-(1-tert-butyl-1,2,4-triazol-3-yl)-3-(trifluoromethyl)phenyl]-[4-(5-chlorooxazolo[4,5-b]pyridin-2-yl)piperazin-1-yl]methanone